C(C=C)(=O)N1CCN(CC1)C1(CCOCC1)C1=CC=C(C=C1)[C@H](C)NC=1N=C(C2=C(N1)N(C(C=C2)=O)C(C)C)N(C)C 2-{[(1S)-1-{4-[4-(4-acryloylpiperazin-1-yl)tetrahydro-2H-pyran-4-yl]phenyl}ethyl]amino}-4-(dimethylamino)-8-(propan-2-yl)pyrido[2,3-d]pyrimidin-7(8H)-on